3-(2-Fluoro-4-(trifluoromethyl)phenyl)-7-methoxyquinolin-4-ol FC1=C(C=CC(=C1)C(F)(F)F)C=1C=NC2=CC(=CC=C2C1O)OC